3-fluorothiophene-2-carboxylic acid methyl ester COC(=O)C=1SC=CC1F